O=C1NC(CC[C@H]1N1C(C2=CC=CC(=C2C1)C#C[C@H]1CN(CCC1)C1=CC(=C(C=C1)NC(=O)C1CC2(C(N1)CC(C)(C)C)CNC1=CC=CC=C12)OC)=O)=O N-(4-((S)-3-((2-((R)-2,6-dioxopiperidin-3-yl)-1-oxoisoindolin-4-yl)ethynyl)piperidin-1-yl)-2-methoxyphenyl)-2'-neopentylspiro[indoline-3,3'-pyrrolidine]-5'-carboxamide